FC(CCCCCCCCCCCCCCCCCC[Mg]Br)(F)F (19,19,19-trifluorononadecyl)magnesium bromide